C1(CC1)C1=C(C(=NO1)C1=C(C=CC=C1Cl)Cl)CO[C@H]1[C@@H]2CN([C@H](C1)C2)C2=CC=C(C=C2)CC(=O)OC methyl 2-[4-[(1S,4S,5R)-5-[[5-cyclopropyl-3-(2,6-dichlorophenyl)-1,2-oxazol-4-yl]methoxy]-2-azabicyclo[2.2.1]heptan-2-yl]phenyl]acetate